CC=1CN(C(NN1)=O)NS(=O)(=O)C1CC1 N-(6-methyl-3-oxo-2,3-dihydro-1,2,4-triazin-4(5H)-yl)cyclopropylsulfonamide